C(#N)[C@@H](C1=CC(=CC=C1)OC1=CC=CC=C1)OC(=O)[C@H]1C([C@H]1\C=C(\C(F)(F)F)/Cl)(C)C.C(CCC)C1NCC1 |r| 2-butyl-azetidine (RS)-α-cyano-3-phenoxybenzyl-(1RS,3RS)-3-[(Z)-2-chloro-3,3,3-trifluoropropenyl]-2,2-dimethylcyclopropanecarboxylate